4,9-diphenyl-1,6-dioxa-4,9-diaza-5-sila-spiro[4.4]nonane C1(=CC=CC=C1)N1CCO[Si]12OCCN2C2=CC=CC=C2